O=C1NC(CCC1NC(C1=CC=C(C=C1)N1CCN(CC1)CC1CCN(CC1)CCOC1=CC=C(C=C1)[C@H]1[C@H](CCC2=CC(=CC=C12)O)C1=CC=CC=C1)=O)=O N-(2,6-dioxopiperidin-3-yl)-4-(4-((1-(2-(4-((1R,2S)-6-hydroxy-2-phenyl-1,2,3,4-tetrahydronaphthalen-1-yl)phenoxy)ethyl)piperidin-4-yl)methyl)piperazin-1-yl)benzamide